2-(2,6-Dichlorophenyl)-9-(1-(2,2-difluoroethyl)-1H-pyrazol-4-yl)imidazo[2,1-f][1,6]naphthyridine-3-carboxamide ClC1=C(C(=CC=C1)Cl)C=1N=C2C=3C=C(C=NC3C=CN2C1C(=O)N)C=1C=NN(C1)CC(F)F